Cl.NC1CCC(CC1)CN1C(\C(\C2=CC=CC=C12)=C/C=1NC(=CC1C)C)=O (Z)-1-(((1r,4r)-4-aminocyclohexyl)methyl)-3-((3,5-dimethyl-1H-pyrrol-2-yl)methylene)indol-2-one hydrochloride